zinc niobium-niobium tin-lead [Pb].[Sn].[Nb].[Nb].[Zn]